FC=1C(=C(C=CC1F)[C@@H]1[C@@H](O[C@]([C@H]1C)(C(F)(F)F)C)C(=O)NC1=CC=CC(=N1)C(=O)N)OC 6-[[(2R,3R,4S,5R)-3-(3,4-Difluoro-2-methoxy-phenyl)-4,5-dimethyl-5-(trifluoromethyl)tetrahydrofuran-2-carbonyl]amino]pyridin-2-carboxamid